C1(=CC=CC=C1)C=1N=CC(=NC1C1=CC=CC=C1)N(C(C)C)CCCCOCC(=O)O 2-(4-(N-(5,6-diphenylpyrazin-2-yl)-N-isopropylamino)butoxy)acetic acid